Dimethylspiro[chroman-2,3'-pyrrolidine]-6,7-dicarboxylate COC(=O)C=1C=C2CCC3(CNCC3)OC2=CC1C(=O)OC